(S)-(5-(1-(difluoromethyl)-1H-pyrazol-3-yl)-1,3,4-oxadiazol-2-yl)(4-(7-(difluoromethyl)pyrazolo[1,5-a]pyridin-2-yl)-6,7-dihydro-1H-imidazo[4,5-c]pyridin-5(4H)-yl)methanone FC(N1N=C(C=C1)C1=NN=C(O1)C(=O)N1[C@@H](C2=C(CC1)NC=N2)C2=NN1C(C=CC=C1C(F)F)=C2)F